C1(CC1)C(CNC=1N=CC2=C(N1)NC=C2C2=CC=1N(C=C2)N=CC1C(=O)N[C@@H]1CC[C@H](CC1)OC)(F)F 5-(2-((2-cyclopropyl-2,2-difluoroethyl)amino)-7H-pyrrolo[2,3-d]pyrimidin-5-yl)-N-(trans-4-methoxycyclohexyl)pyrazolo[1,5-a]pyridine-3-carboxamide